(S)-2-Amino-N-(3,5-dihydroxy-4-methoxyphenethyl)-3-hydroxypropanamide N[C@H](C(=O)NCCC1=CC(=C(C(=C1)O)OC)O)CO